FC1=CC=C(C=C1)N1C(N(N=C(C1=O)C(=O)C1=C(CCCC1=O)O)C)=O 4-(4-fluorophenyl)-6-[(2-hydroxy-6-oxo-1-cyclohexen-1-yl)carbonyl]-2-methyl-1,2,4-triazin-3,5(2h,4h)-dione